N1(CCCC1)C=CC=O 3-(pyrrolidin-1-yl)prop-2-en-1-one